2-Methacryloylthioethylthio-5-methylthio-1,3,4-thiadiazole C(C(=C)C)(=O)SCCSC=1SC(=NN1)SC